C(C)(C)N(C1=CC2=C(C=N1)CNC2)C 6-(isopropyl(methyl)amino)-2,3-dihydro-1H-pyrrolo[3,4-c]pyridine